FC1=C(OCC(=O)C2=CC(=C(C=C2)O)F)C=CC(=C1)C(CN1C[C@@H]2[C@H](C1)CC(C2)(O)CC2=CC=C(C=C2)F)=O 2-(2-fluoro-4-(2-((3aR,5r,6aS)-5-(4-fluorobenzyl)-5-hydroxyhexahydrocyclopenta[c]pyrrol-2(1H)-yl)acetyl)phenoxy)-1-(3-fluoro-4-hydroxyphenyl)ethanone